BrC=1C=NC(N(C1)[C@@H]1CC[C@H](CC1)OC1OCCCC1)C 5-bromo-2-methyl-N-(trans-4-tetrahydropyran-2-yloxycyclohexyl)pyrimidin